4-{4-[1-(3-Chlorophenyl)-1H-pyrazol-3-yl]piperidin-1-yl}-1-methyl-2-oxo-1,2-dihydroquinoline-3-carboxamide ClC=1C=C(C=CC1)N1N=C(C=C1)C1CCN(CC1)C1=C(C(N(C2=CC=CC=C12)C)=O)C(=O)N